N[C@@H](CC(C)C)C(=O)O Leucin